methyl (R)-4-(propan-1-yn-1-yl)-1-(1-(4-(pyrrolidin-1-yl) phenyl) ethyl)-1H-indazole-7-carboxylate C(#CC)C1=C2C=NN(C2=C(C=C1)C(=O)OC)[C@H](C)C1=CC=C(C=C1)N1CCCC1